8-(3-methoxypropoxy)-2-oxo-1,2,5,6-tetrahydro-1,10-phenanthroline-3-carboxylic acid COCCCOC=1C=C2CCC=3C=C(C(NC3C2=NC1)=O)C(=O)O